Tristyrylphenol Phosphate P(=O)(O)(O)OC1=C(C(=C(C=C1)C=CC1=CC=CC=C1)C=CC1=CC=CC=C1)C=CC1=CC=CC=C1